O=C1N(C(CC1)=O)N([C@@H](C)C(=O)O)C(=O)OC(C)(C)C.C(C)(C)(C)OC(=O)N[C@@H](C)C(=O)N[C@@H](CCCNC(N)=O)C(=O)O N-(tert-butoxycarbonyl)-L-alanyl-N5-carbamoyl-L-ornithine 2,5-dioxopyrrolidin-1-yl-N-(tert-butoxycarbonyl)-L-alaninate